COC1CCC1 (1r,3r)-3-methoxycyclobutan